NC=1N=NC(=CC1N1C[C@H]2CC[C@@H](C1)N2C=2C=C(OC1CC3(CN(C3)C(=O)OC(C)(C)C)C1)C=CC2)Cl tert-butyl 6-[3-[(1R,5S)-3-(3-amino-6-chloro-pyridazin-4-yl)-3,8-diazabicyclo[3.2.1]octan-8-yl]phenoxy]-2-azaspiro[3.3]heptane-2-carboxylate